N-(4-((2-(1,1-difluoroethyl)-6-methylpyrimidin-4-yl)amino)-5-(((1R,2S)-2-(fluoromethyl)cyclopropyl)methoxy)pyridin-2-yl)acetamide FC(C)(F)C1=NC(=CC(=N1)NC1=CC(=NC=C1OC[C@H]1[C@H](C1)CF)NC(C)=O)C